tert-butyl 2-{2-[2-(3-{4-[1-(5-chloro-1H-1,3-benzodiazol-2-yl)-4-[2-(4-fluorophenyl)ethyl]-5-hydroxy-1H-pyrazol-3-yl]phenyl}propoxy)ethoxy]ethoxy}acetate ClC1=CC2=C(NC(=N2)N2N=C(C(=C2O)CCC2=CC=C(C=C2)F)C2=CC=C(C=C2)CCCOCCOCCOCC(=O)OC(C)(C)C)C=C1